C(C)N(CCC1=CC=CC2=CC=C(C=C12)OC)C N-ethyl-2-(7-methoxynaphthalen-1-yl)-N-methylethan-1-amine